5-(imidazo[2,1-a]isoquinolin-2-yl)-2,4-dihydro-3H-1,2,4-triazole-3-thione N=1C(=CN2C1C1=CC=CC=C1C=C2)C=2NC(NN2)=S